[C@@H]12CS(C[C@H]2C1C(=O)OCC)(=O)=O Ethyl (1R,5S,6r)-3-thiabicyclo[3.1.0]hexane-6-carboxylate 3,3-dioxide